BrC1=C(C(=CC=C1)Cl)C=C 1-bromo-3-chloro-2-vinyl-benzene